di(2-methylpentyl) sulfosuccinate S(=O)(=O)(O)C(C(=O)OCC(CCC)C)CC(=O)OCC(CCC)C